ClC1=C(C=C(C=C1)Cl)NC(C(C1=CC=C(C=C1)C=1N=NN(N1)C)C1CC(CC1)(F)F)=O N-(2,5-Dichlorophenyl)-2-(3,3-difluorocyclopentyl)-2-(4-(2-methyl-2H-tetrazol-5-yl)phenyl)acetamide